C(#N)C=1C(=NC(=C(N1)C1=C(C(=CC=C1)Cl)Cl)C)N1CCC2(CC1)[C@@H](C1=CC=CC=C1C2)N[S@](=O)C(C)(C)C (R)-N-((S)-1'-(3-cyano-5-(2,3-dichlorophenyl)-6-methylpyrazin-2-yl)-1,3-dihydrospiro[inden-2,4'-piperidin]-1-yl)-2-methylpropan-2-sulfinamide